ClC=1C=CC2=C(C[C@@H](CC=3N2C(=NN3)[C@@H]3CC[C@H](CC3)OC3=NC=CC=C3)NC(=O)C3CCC(CC3)(F)F)C1 N-{(5S)-8-chloro-1-[trans-4-(pyridin-2-yloxy)cyclohexyl]-5,6-dihydro-4H-[1,2,4]triazolo[4,3-a][1]benzazepin-5-yl}-4,4-difluorocyclohexanecarboxamide